2,4-dihydroxyl-m-phenylenediamine hydrochloride Cl.OC1=C(C=CC(=C1N)O)N